CS(=O)(=O)OC1=C(C(=CC=C1)Cl)[C@@H]1CC(=NO1)C=1N=C(SC1)C1CCN(CC1)C(CN1N=C(C=C1C(F)F)C(F)F)=O 2-{(5S)-3-[2-(1-{[3,5-Bis(difluoromethyl)-1H-pyrazol-1-yl]acetyl}piperidin-4-yl)-1,3-thiazol-4-yl]-4,5-dihydro-1,2-oxazol-5-yl}-3-chlorophenyl methanesulfonate